C(CCCCCCC)OC(CCC(=O)OCC(COC(=O)C1(CCN(CC1)C)C)COC(CCCCCCC\C=C/C\C=C/CCCCC)=O)OCCCCCCCC 3-((4,4-bis(octyloxy)butanoyl)oxy)-2-(((9Z,12Z)-octadeca-9,12-dienoyloxy)methyl)propyl-1,4-dimethylpiperidine-4-carboxylate